O=C1C2C=CC(C1)C2 oxonorbornen